S1SSSSSSC=C1 hepta-thionin